C(C)(C)(C)OC(=O)N1CC(C1)OCC 3-Ethoxyazetidine-1-carboxylic acid tert-butyl ester